N-(4-((2-(1,1-difluoroethyl)-6-ethylpyrimidin-4-yl)amino)-5-(5-fluoropyrimidin-2-yl)pyridin-2-yl)acetamide FC(C)(F)C1=NC(=CC(=N1)NC1=CC(=NC=C1C1=NC=C(C=N1)F)NC(C)=O)CC